tert-Butyl N-[(12S)-6-(benzyloxy)-18-(trifluoromethyl)-22-oxa-3,4,16,21-tetraazatetracyclo[15.3.1.12,5.012,16]docosa-1(21),2,4,9,17,19-hexaen-20-yl]carbamate C(C1=CC=CC=C1)OC1C2=NN=C(C=3C(=CC(=C(N4CCC[C@H]4CC=CCC1)N3)C(F)(F)F)NC(OC(C)(C)C)=O)O2